5-(p-tolyl)isoxazole C1(=CC=C(C=C1)C1=CC=NO1)C